tert-Butyl 4-(7-Bromo-2,6-dichloro-3-cyano-8-fluoro-2-hydroxyquinolin-4-yl)piperazine-1-carboxylate BrC1=C(C=C2C(=C(C(NC2=C1F)(O)Cl)C#N)N1CCN(CC1)C(=O)OC(C)(C)C)Cl